COC([C@H](CC(N1CCN(CC1)C1=NC=C(C=N1)C(F)(F)F)=O)N)=O (2S)-2-amino-4-oxo-4-[4-[5-(trifluoromethyl)pyrimidin-2-yl]piperazin-1-yl]butanoic acid methyl ester